glycyl-L-prolinate NCC(=O)N1[C@@H](CCC1)C(=O)[O-]